N-[5-[2-methyl-4-[[(2S)-morpholin-2-yl]methoxy]pyrazol-3-yl]pyrazolo[1,5-a]pyridin-2-yl]cyclopropanecarboxamide CN1N=CC(=C1C1=CC=2N(C=C1)N=C(C2)NC(=O)C2CC2)OC[C@@H]2CNCCO2